COC1=NC=C(C(=C1)C)C(=C)C 2-methoxy-4-methyl-5-(prop-1-en-2-yl)pyridine